5-(2-fluoro-6-hydroxy-3-(1H-indazol-5-yl)phenyl)-1,2,5-thiadiazolidin-3-one 1,1-dioxide FC1=C(C(=CC=C1C=1C=C2C=NNC2=CC1)O)N1CC(NS1(=O)=O)=O